C[C@@H]1N(CC1)C=1N=C(C2=C(N1)CCC2)C=2C=C(C=CC2)[C@@H]2[C@H](C2)C(=O)O (1S,2S)-2-(3-(2-((S)-2-methylazetidin-1-yl)-6,7-dihydro-5H-cyclopenta[d]pyrimidin-4-yl)phenyl)cyclopropane-1-carboxylic acid